ClC=1C=C(C=C(C1F)Cl)C1(CC(=NO1)N1CC=2C=NC(=CC2C1)C(=O)NCC1=CC(=C(C=C1)F)C(F)(F)F)C(F)(F)F 2-(5-(3,5-dichloro-4-fluorophenyl)-5-(trifluoromethyl)-4,5-dihydroisoxazol-3-yl)-N-(4-fluoro-3-(trifluoromethyl)benzyl)-2,3-dihydro-1H-pyrrolo[3,4-c]pyridine-6-carboxamide